2-chloro-1,3-dimethyl-imidazolium hexafluorophosphate F[P-](F)(F)(F)(F)F.ClC=1N(C=C[N+]1C)C